C(#N)C1=C(C(=C(C(=C1N(C1=CC=CC=C1)C1=CC=CC=C1)N(C1=CC=CC=C1)C1=CC=CC=C1)N(C1=CC=CC=C1)C1=CC=CC=C1)C#N)N(C1=CC=CC=C1)C1=CC=CC=C1 1,3-dicyano-2,4,5,6-tetrakis(diphenylamino)-benzene